N-(4-chloro-3-cyanophenyl)-N-(4-nitropyridin-2-yl)acetamide ClC1=C(C=C(C=C1)N(C(C)=O)C1=NC=CC(=C1)[N+](=O)[O-])C#N